C1(CCCCC1)C(=O)[O-].[Li+] Lithium cyclohexanecarboxylate